O1CCN(CC1)C=1C2=C(N=CN1)N(C(=C2)C2=CC=C(C=C2)NC(=O)N2CCNCC2)COCC[Si](C)(C)C N-(4-(4-morpholino-7-((2-(trimethylsilyl)ethoxy)methyl)-7H-pyrrolo[2,3-d]pyrimidin-6-yl)phenyl)piperazine-1-carboxamide